ClC1=NC(=CC(=N1)C(=O)NC1CC2=CC=CC=C2CC1)NC(C)(CC(C)(C)C)C 2-Chloro-N-(1,2,3,4-tetrahydronaphthalen-2-yl)-6-((2,4,4-trimethylpentan-2-yl)amino)pyrimidine-4-carboxamide